C(C)(C)(C)OC(=O)N1CC=2N(CC1)N=CC2 6,7-dihydro-4H-pyrazolo[1,5-a]Pyrazine-5-carboxylic acid tert-butyl ester